2-(3-amino-2,4-dimethylphenoxy)ethan-1-ol NC=1C(=C(OCCO)C=CC1C)C